ClC=1C=C2C(=C3C4(NC(NC13)=O)CCCCC4)OC(=C2)C(=O)N(C(C)C)CC2NC(CC2)=O 5'-chloro-7'-oxo-N-[(5-oxopyrrolidin-2-yl)methyl]-N-(propan-2-yl)-7',8'-dihydro-6'H-spiro[cyclohexane-1,9'-furo[2,3-f]quinazoline]-2'-carboxamide